1-[2-(dimethylamino)ethyl]Piperazin-2-one CN(CCN1C(CNCC1)=O)C